N-(6-chloro-5-cyclopropylpyridazin-3-yl)-2-(dimethylamino)acetamide ClC1=C(C=C(N=N1)NC(CN(C)C)=O)C1CC1